C(C)(C)C1=C(NC=2N=C(N=C(C21)N)C2=CC=CC=C2)C(F)(F)F isopropyl-2-phenyl-6-(trifluoromethyl)-7H-pyrrolo[2,3-d]pyrimidin-4-amine